tert-Butyl (R)-4-(5-(2-fluorophenyl)-7H-pyrrolo[2,3-d]pyrimidin-4-yl)-2-methylpiperazine-1-carboxylate FC1=C(C=CC=C1)C1=CNC=2N=CN=C(C21)N2C[C@H](N(CC2)C(=O)OC(C)(C)C)C